CC=1C=C(CC(O)[C@H](O)[C@@H](O)[C@H](O)[C@H](O)CO)C=CC1C 3,4-dimethyl-benzyl-sorbitol